tert-butyl 3-(9-(4-((4-(2-(3-chloro-4-(2-chloroethoxy)-5-cyanophenyl)propan-2-yl)phenoxy)methyl)pyrimidin-2-yl)-3,9-diazaspiro[5.5]undecan-3-yl)azetidine-1-carboxylate ClC=1C=C(C=C(C1OCCCl)C#N)C(C)(C)C1=CC=C(OCC2=NC(=NC=C2)N2CCC3(CCN(CC3)C3CN(C3)C(=O)OC(C)(C)C)CC2)C=C1